C(C)(=O)O.C(CCC)N1C(N(C=C1)C)C 1-butyl-2,3-dimethylimidazole acetate